ClC1=C(C=C(C=C1)NC(\C(=C(\C=1C=NOC1C)/O)\C#N)=O)C(F)(F)F (Z)-N-(4-chloro-3-(trifluoromethyl)phenyl)-2-cyano-3-hydroxy-3-(5-methylisoxazol-4-yl)acrylamide